BrC1=CC=2C(C3=C(SC4=C3SC3=C4C(C4=C3SC(=C4)Br)(C4=CC(=CC=C4)CCCCCCCC)C4=CC(=CC=C4)CCCCCCCC)C2S1)(C1=CC(=CC=C1)CCCCCCCC)C1=CC(=CC=C1)CCCCCCCC 2,7-dibromo-4,4,9,9-tetrakis(3-octylphenyl)-4,9-dihydro-thieno[3',2':4,5]cyclopenta[1,2-b]thieno[2'',3'':3',4']cyclopenta[1',2':4,5]thieno[2,3-d]thiophene